γ-(4-cyano-benzyl)-proline C(#N)C1=CC=C(CC2C[C@H](NC2)C(=O)O)C=C1